BrC1=C2C=NN(C2=CC2=C1N(C=C2)C)C2OCCCC2 4-bromo-5-methyl-1-(tetrahydro-2H-pyran-2-yl)-1,5-dihydropyrrolo[2,3-f]indazole